1-[[4-[2-[(2,6-dimethylpyrimidin-4-yl)amino]pyrazolo[1,5-a]pyridin-5-yl]-6-methyl-3-pyridyl]oxy]-2-methyl-propan-2-ol CC1=NC(=CC(=N1)NC1=NN2C(C=C(C=C2)C2=C(C=NC(=C2)C)OCC(C)(O)C)=C1)C